6-Amino-5-nitropyrimidin NC1=C(C=NC=N1)[N+](=O)[O-]